N-[(4-(2-aminoethoxy)-3-methoxyphenyl)methyl]-9Z-octadecanamide NCCOC1=C(C=C(C=C1)CNC(CCCCCCCCCCCCCCCCC)=O)OC